3-(2-chloro-4'-(5-oxo-4-azaspiro[2.5]octan-4-yl)-[1,1'-biphenyl]-3-yl)piperidine-2,6-dione ClC1=C(C=CC=C1C1C(NC(CC1)=O)=O)C1=CC=C(C=C1)N1C2(CC2)CCCC1=O